C(CCC)[Sn](C1=NC=C2C=C(N=CC2=C1)C1(CC1)C(=O)N)(CCCC)CCCC (7-(tributylstannyl)-2,6-naphthyridin-3-yl)cyclopropanecarboxamide